NC=1C=2N(C3=CC(=C(C=C3N1)F)C(=O)N(CC1=NC=C(C=C1)C(F)(F)F)C1(CC1)C)C(=NC2)C 4-amino-7-fluoro-1-methyl-N-(1-methylcyclopropyl)-N-((5-(trifluoromethyl)pyridin-2-yl)methyl)imidazo[1,5-a]quinoxaline-8-carboxamide